CC1(OC2=C(C1)C=CC(=C2)S(=O)(=O)N)C 2,2-dimethyl-2,3-dihydro-1-benzofuran-6-sulfonamide